3-Thiapentadecanol C(CSCCCCCCCCCCCC)O